N-{o-[2-(2-{[(2R,3S,4S,5R,6R)-3,4,5,6-Tetrahydroxytetrahydro-2H-pyran-2-yl]methoxy}-3,4-bis(benzyloxy)phenoxy)ethoxy]phenyl}2,3-bis(benzyl-oxy)benzamide O[C@@H]1[C@H](O[C@H]([C@@H]([C@H]1O)O)O)COC1=C(OCCOC2=C(C=CC=C2)NC(C2=C(C(=CC=C2)OCC2=CC=CC=C2)OCC2=CC=CC=C2)=O)C=CC(=C1OCC1=CC=CC=C1)OCC1=CC=CC=C1